[C@H]1([C@H](O)[C@@H](O)[C@H](O)[C@H](O1)CO)O[C@H]1C(O)O[C@@H]([C@H]([C@@H]1O)O)CO alpha-D-glucopyranosyl-(1→2)-D-glucopyranose